Tetrahexacontanoic acid C(CCCCCCCCCCCCCCCCCCCCCCCCCCCCCCCCCCCCCCCCCCCCCCCCCCCCCCCCCCCCCCC)(=O)O